4,9-bicarbazole C1=CC=C(C=2C3=CC=CC=C3NC12)N1C2=CC=CC=C2C=2C=CC=CC12